3-Phenyl-1-sulfamoyl-1H-pyrrole-2-carboxylic acid, sodium salt [Na+].C1(=CC=CC=C1)C1=C(N(C=C1)S(N)(=O)=O)C(=O)[O-]